C(CC)(=O)[O-] PROP-ANOATE